2-(1-(3-Chloropyridinyl)pyrrolidin-3-yl)-5-(2-ethylphenoxy)benzamide ClC=1C(=NC=CC1)N1CC(CC1)C1=C(C(=O)N)C=C(C=C1)OC1=C(C=CC=C1)CC